O[C@@H](/C=C/C1=NC(=CC(=C1)C=1C=C(C=CC1C)NC(=O)N1C[C@@H](CC1)CC(F)(F)F)N1CCOCC1)C (3S)-N-(3-[2-[(1E,3R)-3-hydroxybut-1-en-1-yl]-6-(morpholin-4-yl)pyridin-4-yl]-4-methylphenyl)-3-(2,2,2-trifluoroethyl)pyrrolidine-1-carboxamide